pentaerythritol tetrakis(3-mercaptopropanoate) SCCC(=O)OCC(COC(CCS)=O)(COC(CCS)=O)COC(CCS)=O